COC1=NC=CN=C1NS(=O)(=O)C2=CC=C(C=C2)NC(=O)/C=C/C3=CC=C(S3)[N+](=O)[O-] The molecule is a sulfonamide that is a 3-methoxypyrazin-2-yl derivative of (E)-N-(4-(N-(4,6-dimethylpyrimidin-2-yl)sulfamoyl)phenyl)-3-(5-nitrothiophene-2-yl)acrylamide. Necrosulfonamide specifically blocks necrosis downstream of the activation of RIP3 (the receptor-interacting serine-threonine kinase 3), a key signalling molecule in the programmed necrosis (necroptosis) pathway. It is a sulfonamide, a member of pyrazines and a member of thiophenes.